N1(N=CN=C1)C[C@H](C)OC=1C=C(C=CC1Cl)C=1C=NC(=NC1)NC=1C(=NN(C1)C1CCC(CC1)N1CCOCC1)OCCCOC 5-(3-(((S)-1-(1H-1,2,4-triazol-1-yl)propan-2-yl)oxy)-4-chlorophenyl)-N-(3-(3-methoxypropoxy)-1-((1r,4r)-4-morpholinocyclohexyl)-1H-pyrazol-4-yl)pyrimidin-2-amine